FC=1C=C(C=NC1)[C@H]1[C@@](C1)(C(=O)NS(=O)(=O)C=1C=2C=CC(=NC2C=CC1)C)C1=C(C=CC(=C1)C)OC |r| rac-(1r,2s)-2-(5-fluoropyridin-3-yl)-1-(2-methoxy-5-methylphenyl)-N-(2-methylquinoline-5-sulfonyl)cyclopropane-1-carboxamide